BrCC(=O)C1=CC(=CC=2NC(COC21)=O)OCC2=CC=CC=C2 8-(bromoacetyl)-6-benzyloxy-2H-1,4-benzoxazine-3(4H)-one